methoxyphenyl cyanoacetate C(#N)CC(=O)OC1=C(C=CC=C1)OC